N-[[2-chloro-6-(2,7-dimethyl-4,5,6,7-tetrahydropyrazolo[3,4-c]pyridin-6-ium-3-yl)pyridin-1-ium-4-yl]methyl]methanesulfonamide ClC1=[NH+]C(=CC(=C1)CNS(=O)(=O)C)C=1N(N=C2C([NH2+]CCC21)C)C